3-(2-(1,2-dimethyl-1H-imidazol-4-yl)pyridin-4-yl)-5-(trifluoromethyl)-1,2,4-oxadiazole CN1C(=NC(=C1)C1=NC=CC(=C1)C1=NOC(=N1)C(F)(F)F)C